5-chloro-N4-(2-dimethylphosphorylphenyl)-N2-[2-methoxy-4-[4-(4-methylpiperazin-1-yl)-1-piperidinyl]phenyl]pyrimidine-2,4-diamine ClC=1C(=NC(=NC1)NC1=C(C=C(C=C1)N1CCC(CC1)N1CCN(CC1)C)OC)NC1=C(C=CC=C1)P(=O)(C)C